(E)-1-[2-(3-Fluorophenyl)phenyl]-3-(4-hydroxyphenyl)prop-2-en-1-one FC=1C=C(C=CC1)C1=C(C=CC=C1)C(\C=C\C1=CC=C(C=C1)O)=O